4-[1-[3-[(1-tert-butoxycarbonyl-4-piperidinyl)oxy]cyclobutyl]-4-piperidinyl]-3-methyl-benzene-1,2-dicarboxylic acid O1-ethyl ester O2-methyl ester COC(=O)C=1C(=CC=C(C1C)C1CCN(CC1)C1CC(C1)OC1CCN(CC1)C(=O)OC(C)(C)C)C(=O)OCC